C(C1=CC=NC=C1)N1CC=2NN=C(C2C1)C=O (5-isonicotinyl-1,4,5,6-tetrahydropyrrolo[3,4-c]pyrazol-3-yl)methanone